[O-]S(=O)(=O)C(F)(F)F.C1=CC=CC=C1.[Cu+2].[O-]S(=O)(=O)C(F)(F)F copper benzol triflate